Z-panthenol OCCCNC([C@H](O)C(C)(C)CO)=O